N-(2-aminobenzo[d]thiazol-6-yl)acetamide NC=1SC2=C(N1)C=CC(=C2)NC(C)=O